5-bromo-2-(tert-butoxy)pyrimidine tert-butyl-N-(5-cyanoindan-1-yl)carbamate C(C)(C)(C)OC(NC1CCC2=CC(=CC=C12)C#N)=O.BrC=1C=NC(=NC1)OC(C)(C)C